OCC12CCCC(CC1)N2C(=O)OC(C)(C)C tert-butyl 1-(hydroxymethyl)-8-azabicyclo[3.2.1]octane-8-carboxylate